C(C)(C)(C)OC(NC1=CC=C(C=C1)C1=NOC(=N1)C(F)(F)F)=O (4-(5-(trifluoromethyl)-1,2,4-oxadiazol-3-yl)phenyl)carbamic acid tert-butyl ester